N,N-di-methyloctanoamide CN(C(CCCCCCC)=O)C